NC1=NC2=CC(=CC=C2C=C1F)CN(C(=O)C=1C=NN(C1)C)C1=CC=CC=2C(CCS(C21)(=O)=O)(F)F N-[(2-amino-3-fluoroquinolin-7-yl)methyl]-N-(4,4-difluoro-1,1-dioxo-3,4-dihydro-2H-1λ6-benzothiopyran-8-yl)-1-methyl-1H-pyrazole-4-carboxamide